FC(OC1=NC=C(C=N1)N1CC=2C(=NC=CC2C1=O)C1=C(C=C(C=C1)F)OCC(F)(F)F)F 2-[2-(difluoromethoxy)pyrimidin-5-yl]-4-[4-fluoro-2-(2,2,2-trifluoroethoxy)phenyl]-2,3-dihydro-1H-pyrrolo[3,4-c]pyridin-1-one